2-((4-Amino-3-(3-fluoro-4-hydroxyphenyl)-1H-pyrazolo[3,4-d]pyrimidin-1-yl)methyl)-3-(2-chlorobenzyl)-5-ethynylquinazolin-4(3H)-one NC1=C2C(=NC=N1)N(N=C2C2=CC(=C(C=C2)O)F)CC2=NC1=CC=CC(=C1C(N2CC2=C(C=CC=C2)Cl)=O)C#C